O(C1=CC=CC=C1)C1=CC=2N(C=C1)C=CN2 7-phenoxyimidazo[1,2-a]pyridine